((1r,3r)-3-((tert-butyldimethylsilyl)oxy)cyclobutyl)-2-(trifluoromethoxy)pyridine [Si](C)(C)(C(C)(C)C)OC1CC(C1)C=1C(=NC=CC1)OC(F)(F)F